ClC=1C=CC(=C(C1)C1=CC(=CN=N1)NC1=CC=NC2=CC=CC=C12)F N-[6-(5-chloro-2-fluorophenyl)pyridazin-4-yl]quinolin-4-amine